(R)-2-benzyl-proline methyl ester hydrochloride Cl.COC([C@]1(NCCC1)CC1=CC=CC=C1)=O